(4-ethoxy-2-methylphenyl)methyl N-{[2-(2,6-dioxopiperidin-3-yl)-3-oxo-2,3-dihydro-1H-isoindol-5-yl]methyl}carbamate O=C1NC(CCC1N1CC2=CC=C(C=C2C1=O)CNC(OCC1=C(C=C(C=C1)OCC)C)=O)=O